CC=1N=C(C2=C(N1)OC=C2C(=O)N2CC(OCC2)C2=CC=NC=C2)NC2(CC2)C methyl-N-(1-methylcyclopropyl)-5-[2-(pyridin-4-yl)morpholine-4-carbonyl]furo[2,3-d]pyrimidin-4-amine